FC1([C@H](C1)C(=O)N1[C@H](C2=C(CC1)NC=N2)C2=NN1C(C(=CC=C1)F)=C2)F ((R)-2,2-difluorocyclopropyl)((R)-4-(4-fluoropyrazolo[1,5-a]pyridin-2-yl)-1,4,6,7-tetrahydro-5H-imidazo[4,5-c]pyridin-5-yl)methanone